propan-1-one hydrochloride Cl.C(CC)=O